biguanide hexylamine salt C(CCCCC)N.NC(=N)NC(=N)N